3-((3R,4R)-3-((7-(2-(2-fluoro-[1,1'-biphenyl]-4-yl)propanoyl)-7H-pyrrolo[2,3-d]pyrimidin-4-yl)(methyl)amino)-4-methylpiperidin-1-yl)-3-oxopropanenitrile FC1=C(C=CC(=C1)C(C(=O)N1C=CC2=C1N=CN=C2N([C@H]2CN(CC[C@H]2C)C(CC#N)=O)C)C)C2=CC=CC=C2